O1C=NC(=C1)CO (oxazol-4-yl)-(R/S)-methanol